C1(CC1)CN1C(N(C(C1=O)=O)CC1=NC(=NO1)CC(=O)N(C1=C(C=CC=C1)OC)CC1CN(CCO1)CCO)=O (5-((3-(cyclopropylmethyl)-2,4,5-trioxoimidazolidin-1-yl)methyl)-1,2,4-oxadiazol-3-yl)-N-((4-(2-hydroxyethyl)morpholin-2-yl)methyl)-N-(2-methoxyphenyl)acetamide